3-(1-(3-bromo-5-chloro-4-fluoro-2-isopropoxyphenyl)ethyl)-8-chloroimidazo[1,5-a]pyrazine BrC=1C(=C(C=C(C1F)Cl)C(C)C1=NC=C2N1C=CN=C2Cl)OC(C)C